CC1=CC=C(C=C1)S(=O)(=O)NC1=C(C=CC=C1)NC(=O)NC1=CC=CC=C1 4-methyl-N-[2-(3-phenylureido)phenyl]benzenesulfonamide